5-(2,3-Difluorophenyl)-N-methyl-1,1-dioxo-4H-thieno[3,2-e][1,2,4]thiadiazin-3-amine FC1=C(C=CC=C1F)C1=CSC2=C1NC(=NS2(=O)=O)NC